tert-butyl 6-(1H-indol-4-yl)-3,4-dihydropyridine-1(2H)-carboxylate N1C=CC2=C(C=CC=C12)C1=CCCCN1C(=O)OC(C)(C)C